ClC=1C(=C(C=CC1)C1=NC=C2C3=C(C=NC2=C1F)N(C(C1N3CC(NC1)CC#N)=O)C)C(F)(F)F 2-(3-(3-chloro-2-(trifluoromethyl)phenyl)-4-fluoro-7-methyl-8-oxo-8,8a,9,10,11,12-hexahydro-7H-pyrazino[1',2':4,5]pyrazino[2,3-c][1,6]naphthyridin-11-yl)acetonitrile